1-((R)-2,2-difluorocyclobutyl)-N-((R)-1-(3-(difluoromethyl)-2-fluorophenyl)ethyl)-4-(((1R,5S,6s)-3-methyl-3-azabicyclo[3.1.0]hexan-6-yl)amino)-6-oxo-1,6-dihydropyridine-3-carboxamide FC1([C@@H](CC1)N1C=C(C(=CC1=O)NC1[C@@H]2CN(C[C@H]12)C)C(=O)N[C@H](C)C1=C(C(=CC=C1)C(F)F)F)F